C1(=CC=CC=C1)C(C[Se]C1=NC=CC=C1)=O 1-phenyl-2-(pyridin-2-ylseleno)ethan-1-one